5-(3-(difluoromethyl)imidazo[1,2-b]pyridazin-6-yl)-N-methyl-7H-pyrrolo[2,3-d]pyrimidin-2-amine FC(C1=CN=C2N1N=C(C=C2)C2=CNC=1N=C(N=CC12)NC)F